methyl 2-(4-chlorophenyl)-2-diazoacetate ClC1=CC=C(C=C1)C(C(=O)OC)=[N+]=[N-]